3-(((7-(2-aminopyrimidin-4-yl)-2,3-dihydrofuro[3,2-c]pyridin-4-yl)amino)methyl)-N-(3-fluoropropyl)benzamide NC1=NC=CC(=N1)C=1C2=C(C(=NC1)NCC=1C=C(C(=O)NCCCF)C=CC1)CCO2